4-(6-hydroxypyridin-2-yl)cyclohexan-1-one OC1=CC=CC(=N1)C1CCC(CC1)=O